C12(CCC(CC1)CC2)CO 1-bicyclo[2.2.2]octylmethanol